3-(3-(1H-indol-6-yl)ureido)-3-(4-benzyl-3,4-dihydro-2H-benzo[b][1,4]thiazin-6-yl)-N-(2-hydroxyethyl)propanamide N1C=CC2=CC=C(C=C12)NC(NC(CC(=O)NCCO)C1=CC2=C(SCCN2CC2=CC=CC=C2)C=C1)=O